B(O)(O)CCCC[C@@]1([C@@H]2[C@H](CN1)NCC2)C(=O)N[C@H](C(=O)O)CC(C)C (S)-2-((3aS,4R,6aR)-4-(4-boronobutyl)octahydropyrrolo[2,3-c]pyrrole-4-carboxamido)-4-methylpentanoic acid